The molecule is the acyl-CoA oxoanion resulting from the removal of all four protons from the phosphate groups of [(1R)-2,2,3-trimethyl-5-oxocyclopent-3-enyl]acetyl-CoA. Major species at pH 7.3. It is a conjugate base of a [(1R)-2,2,3-trimethyl-5-oxocyclopent-3-enyl]acetyl-CoA. CC1=CC(=O)[C@@H](C1(C)C)CC(=O)SCCNC(=O)CCNC(=O)[C@@H](C(C)(C)COP(=O)([O-])OP(=O)([O-])OC[C@@H]2[C@H]([C@H]([C@@H](O2)N3C=NC4=C(N=CN=C43)N)O)OP(=O)([O-])[O-])O